4-fluoro-3-(trifluoromethoxy)aniline FC1=C(C=C(N)C=C1)OC(F)(F)F